(R)-3-(1-Aminoethyl)-2-methylbenzonitrile N[C@H](C)C=1C(=C(C#N)C=CC1)C